isopropyl (S)-6-diazo-2-((S)-2-hydroxy-3-(4-hydroxyphenyl) propanamido)-5-oxohexanoate [N+](=[N-])=CC(CC[C@@H](C(=O)OC(C)C)NC([C@H](CC1=CC=C(C=C1)O)O)=O)=O